C\C=C/C Cis-2-Butene